5-(((6-methoxypyridin-2-yl)imino)methyl)-2,2-dimethyl-1,3-dioxane-4,6-dione COC1=CC=CC(=N1)N=CC1C(OC(OC1=O)(C)C)=O